1-(2,6-difluorophenyl)-trans-1-propene FC1=C(C(=CC=C1)F)\C=C\C